N-(4-fluorobenzyl)-4-(1-methyl-1H-indol-3-yl)pyrimidine-5-carboxamide FC1=CC=C(CNC(=O)C=2C(=NC=NC2)C2=CN(C3=CC=CC=C23)C)C=C1